(S)-2-((4-(6-((imidazo[1,2-a]pyridin-8-yl)methoxy)pyridin-2-yl)piperidin-1-yl)methyl)-1-((oxetan-2-yl)methyl)-1H-benzo[d]imidazole-6-carboxylic acid N=1C=CN2C1C(=CC=C2)COC2=CC=CC(=N2)C2CCN(CC2)CC2=NC1=C(N2C[C@H]2OCC2)C=C(C=C1)C(=O)O